8-hydroxy-5-{2-hydroxy-1-[2-(3-hydroxyphenyl)-ethylamino]ethyl}-(1H)-quinolin-2-one hydrochloride Cl.OC=1C=CC(=C2C=CC(NC12)=O)C(CO)NCCC1=CC(=CC=C1)O